2-bromo-5-((trifluoromethyl)thio)benzoic acid BrC1=C(C(=O)O)C=C(C=C1)SC(F)(F)F